ClC1=CC(=C(C(=C1)C)NC(=O)C=1N(N=C(C1)Br)C1=NC=CC=C1Cl)C(NC(C)C1CC1)=O 5-bromo-2-(3-chloro-pyridin-2-yl)-2H-pyrazole-3-carboxylic acid [4-chloro-2-(1-cyclopropyl-ethylcarbamoyl)-6-methylphenyl]-amide